C(C)[Si]([Si](C)(C)C)([Si](C)(C)C)[Si](C)(C)C ethyltris(trimethyl-silyl)silane